N-(2-(1H-imidazol-1-yl)ethyl)-5-(furan-2-yl)isoxazole-3-carboxamide N1(C=NC=C1)CCNC(=O)C1=NOC(=C1)C=1OC=CC1